2-((6-cyanopyridin-2-yl)amino)-4-((2-methoxy-3-(1-methyl-1H-1,2,4-triazol-3-yl)phenyl)amino)-N-methylpyrimidine C(#N)C1=CC=CC(=N1)NC1N(C=CC(=N1)NC1=C(C(=CC=C1)C1=NN(C=N1)C)OC)C